N-(4,4-difluorocyclohexyl)-2-(3,5-dimethyl-1H-pyrazol-1-yl)-5,6,7,8-tetrahydropyrido[3,4-d]pyrimidin-4-amine hydrochloride salt Cl.FC1(CCC(CC1)NC=1C2=C(N=C(N1)N1N=C(C=C1C)C)CNCC2)F